1-(1,3-phenylenedicarbonyl)bis[2-methyl-aziridine] C1(=CC(=CC=C1)C(=O)N1C(C1)C)C(=O)N1C(C1)C